[6-(2-Chloro-4-fluoro-phenoxy)-2-azaspiro[3.3]heptan-2-yl]-[(3R)-3-(1H-triazol-5-yl)pyrrolidin-1-yl]methanone ClC1=C(OC2CC3(CN(C3)C(=O)N3C[C@@H](CC3)C3=CN=NN3)C2)C=CC(=C1)F